2-(7-methyl-1,1-dioxo-4-oxothiochroman-3-yl)-2-oxoacetic acid ethyl ester C(C)OC(C(=O)C1CS(C2=CC(=CC=C2C1=O)C)(=O)=O)=O